ClCC=1N=NC(=CC1)C1=C(C=CC=C1)F 3-(chloromethyl)-6-(2-fluorophenyl)pyridazine